3-(1,4-Dimethyl-1H-benzo[d][1,2,3]triazol-5-yl)-3-(4-methyl-3-((2-methyl-2,3-dihydrobenzo[f][1,4]oxazepin-4(5H)-yl)methyl)phenyl)propanoic acid, trifluoroacetic acid salt FC(C(=O)O)(F)F.CN1N=NC2=C1C=CC(=C2C)C(CC(=O)O)C2=CC(=C(C=C2)C)CN2CC(OC1=C(C2)C=CC=C1)C